CC=1C=CC(=NC1)CC(=O)[O-].[K+].C(C1=CC=CC=C1)(C1=CC=CC=C1)N1CCN(CC1)C(C1=C(C=CC=C1)NC1=CC=NC2=CC(=CC=C12)C(F)(F)F)=O 1-(benzhydryl)-4-{2-[(7-trifluoromethylquinolin-4-yl)amino]Benzoyl}piperazine potassium (5-methylpyridine-2-yl)acetate